tert-butyl 5-oxo-2-azaspiro[3.5]nonane-2-carboxylate O=C1C2(CN(C2)C(=O)OC(C)(C)C)CCCC1